COC(=O)C1=CC2=C(C(CO2)C)C(=C1)OCOC 4-[(methoxymethyl)oxy]-3-methyl-2,3-dihydrobenzofuran-6-carboxylic acid methyl ester